C1(CC1)C1=NC=CC=C1C1=NC=C(C(=N1)NCC1=CC=C(C=C1)C=1N(C=C(N1)C(F)(F)F)C)OC 2-(2-Cyclopropylpyridin-3-yl)-5-methoxy-N-(4-(1-methyl-4-(trifluoromethyl)-1H-imidazol-2-yl)benzyl)pyrimidin-4-amine